NCC(CS(=O)(=O)C=1C(=C(C=CC1)S(=O)(=O)N)C=1N=NNN1)O 3-amino-2-hydroxypropyl(sulfonyl)-2-(2H-tetrazol-5-yl)benzenesulfonamide